C(C)OC(=O)C1CC(C(C=2C=CC3=CC=CC=C3C12)=O)(F)F 2,2-difluoro-1-oxo-1,2,3,4-tetrahydrophenanthrene-4-carboxylic acid ethyl ester